5-(3-benzyloxy-1-fluoro-7-hydroxy-2-naphthyl)-1,1-dioxo-1,2,5-thiadiazolidin-3-one C(C1=CC=CC=C1)OC=1C(=C(C2=CC(=CC=C2C1)O)F)N1CC(NS1(=O)=O)=O